C(C)C1=CC=C2CC[C@@H](N(C2=C1)S(=O)(=O)C=1C=CC(=C(C(=O)OC)C1)OCC1CCOCC1)C methyl (S)-5-((7-ethyl-2-methyl-3,4-dihydroquinolin-1(2H)-yl)sulfonyl)-2-((tetrahydro-2H-pyran-4-yl)methoxy)benzoate